BrC1=CN=C(C2=CN=C(C=C12)Cl)OC1CN(C1)C(C)=O 1-(3-((4-Bromo-6-chloro-2,7-naphthyridin-1-yl)oxy)azetidin-1-yl)ethan-1-one